2-(4-tert-butyl-phenoxy)phenylhydrazine C(C)(C)(C)C1=CC=C(OC2=C(C=CC=C2)NN)C=C1